S(N)(=O)(=O)C1=NC=CC(=C1)C1=C(C(=NC=C1C(F)(F)F)N1CC(CCC1)C(F)(F)F)C(=O)N (2-sulfamoyl-4-pyridyl)-5-(trifluoromethyl)-2-[3-(trifluoromethyl)-1-piperidinyl]pyridine-3-carboxamide